3-methyl-1-[(2-methylpyrimidin-4-yl)methyl]-6-[3-(trifluoromethyl)phenyl]imidazo[4,5-b]pyridin-2-one CN1C(N(C=2C1=NC=C(C2)C2=CC(=CC=C2)C(F)(F)F)CC2=NC(=NC=C2)C)=O